C[Si](O[Si](C=C)(C=C)C)(C)C.[Pt] platinum Tetramethyldivinyldisiloxane